3-[7-(aminocarbonyl)-5-fluoro-2H-indazol-2-yl]pyrrolidinium trifluoroacetate FC(C(=O)[O-])(F)F.NC(=O)C1=CC(=CC2=CN(N=C12)C1C[NH2+]CC1)F